(1S,3S)-N1-(5-(2-chlorophenyl)pyridin-2-yl)-N3-(5-(methylthio)pyrimidin-2-yl)cyclopentane-1,3-diamine ClC1=C(C=CC=C1)C=1C=CC(=NC1)N[C@@H]1C[C@H](CC1)NC1=NC=C(C=N1)SC